(2RS)-N-{4-[(6S)-3-Anilino-5,6-dimethyl-4-oxo-4,5,6,7-tetrahydro-1H-pyrrolo[3,2-c]pyridin-2-yl]pyridin-2-yl}-2-(4-fluorophenyl)propenamid N(C1=CC=CC=C1)C1=C(NC2=C1C(N([C@H](C2)C)C)=O)C2=CC(=NC=C2)NC(C(=C)C2=CC=C(C=C2)F)=O